6-chloro-3-(chloromethyl)-2-(tetrahydro-2H-pyran-2-yl)-2H-indazole ClC=1C=CC2=C(N(N=C2C1)C1OCCCC1)CCl